3-Methyl-2-piperazin-1-yl-quinazolin-4-one CN1C(=NC2=CC=CC=C2C1=O)N1CCNCC1